2-cyclopropyl-4-(4-fluorophenyl)-3-((vinyloxy)methyl)quinoline C1(CC1)C1=NC2=CC=CC=C2C(=C1COC=C)C1=CC=C(C=C1)F